C(C)(C)(C)N(C(O)=O)[C@@H]1CC[C@H](CC1)C=1OC(=NN1)COC1=CC=C(C=C1)Cl.COC1=CC=C(C=CN2NN(CC(=C2)C(Cl)(Cl)Cl)C(Cl)(Cl)Cl)C=C1 1-p-methoxystyryl-3,5-bistrichloromethyl-triazine trans-tert-butyl-(4-(5-((4-chlorophenoxy)methyl)-1,3,4-oxadiazol-2-yl)cyclohexyl)carbamate